CC1=CC=C2C(C=C(OC2=C1)C1=CC=CC=C1)P(=O)(C1=CC=CC=C1)C1=CC=CC=C1 7-methyl-2-phenyl-4-(diphenylphosphinoyl)-4H-chromene